(3-chloro-4-methoxyphenyl)-4-(2-oxo-4-{1H-pyrazolo[3,4-b]pyridin-5-yl}-2,3-dihydro-1H-1,3-benzodiazol-1-yl)piperidine-1-carboxamide ClC=1C=C(C=CC1OC)C1N(CCC(C1)N1C(NC2=C1C=CC=C2C=2C=C1C(=NC2)NN=C1)=O)C(=O)N